ethyl 3-(4-(5-cyanopyridin-2-yl)piperazin-1-yl)propanoate C(#N)C=1C=CC(=NC1)N1CCN(CC1)CCC(=O)OCC